[Ba].[Si].[Ca] calcium-silicon-barium